CN(S(=O)(=O)N[C@@H]1[C@@H](N(C[C@@H]1F)C(=O)N(C)C)CC=1C(=C(C=CC1)C1=CC(=CC=C1)C)F)C (2S,3R,4S)-3-[(dimethylsulfamoyl)amino]-4-fluoro-2-[(2-fluoro-3'-methyl[1,1'-biphenyl]-3-yl)methyl]-N,N-dimethylpyrrolidine-1-carboxamide